(Z)-4-aminobut-2-en-1-thiol NC\C=C/CS